C(C)(C)(C)OC(NC1=C(C=C(C(=C1)Br)F)C(C(C)(F)F)=O)=O (5-bromo-2-(2,2-difluoropropionyl)-4-fluorophenyl)carbamic acid tert-butyl ester